OC(CNC(=O)C1=CC=CC=N1)C pyridine-6-carboxylic acid (2-hydroxy-propyl)-amide